(3aR,6aR)-5-(L-valyl)-3a-(3-boronopropyl)hexahydropyrrolo[3,4-b]pyrrole N[C@@H](C(C)C)C(=O)N1C[C@@H]2NCC[C@@]2(C1)CCCB(O)O